4-((2-aminoethyl)amino)-3-nitrobenzamide hydrochloride Cl.NCCNC1=C(C=C(C(=O)N)C=C1)[N+](=O)[O-]